C1(=CC=C(C=C1)C(C(=O)NCC=1SC=C2C1CN(C2=O)C2C(NC(CC2)=O)=O)=O)C 2-(4-tolyl)-N-((5-(2,6-dioxopiperidin-3-yl)-4-oxo-5,6-dihydro-4H-thieno[3,4-c]pyrrol-1-yl)methyl)-2-oxoacetamide